N-[(4-{[(trans-4-hydroxy-4-methylcyclohexyl)methyl]amino}-3-nitrophenyl)sulfonyl]-2-(1H-pyrrolo[2,3-B]pyridin-5-yloxy)benzamide OC1(CCC(CC1)CNC1=C(C=C(C=C1)S(=O)(=O)NC(C1=C(C=CC=C1)OC=1C=C2C(=NC1)NC=C2)=O)[N+](=O)[O-])C